NC(C(=O)NCCCC(NC=1SC2=C(N1)C=CC(=C2)OC(F)(F)F)=O)C(C)C 2-amino-3-methyl-N-(4-oxo-4-((6-(trifluoromethoxy)benzo[d]thiazol-2-yl)amino)butyl)butanamide